1-(4-(6-(benzyloxy)-4,4-difluoro-2-(4-(trifluoromethyl)phenyl)-3,4-dihydronaphthalen-1-yl)phenyl)-4-(dimethoxymethyl)piperidine C(C1=CC=CC=C1)OC=1C=C2C(CC(=C(C2=CC1)C1=CC=C(C=C1)N1CCC(CC1)C(OC)OC)C1=CC=C(C=C1)C(F)(F)F)(F)F